FC(C)(F)N1N=C(C(=C1)F)[S@](=O)(N)=NC(NC1=C2C(=NC3=C1CCC3)[C@@H](CC2)C)=O (S)-1-(1,1-difluoroethyl)-4-fluoro-N'-(((R)-3-methyl-1,2,3,5,6,7-hexahydrodicyclopenta[b,e]pyridin-8-yl)carbamoyl)-1H-pyrazole-3-sulfonimidamide